C(C)C1C(CCC(C1)O)O 2-ethyl-1,4-cyclohexanediol